ClC1=NC(=NC(=C1OC1=C(C=CC=C1)OC)Cl)C1=CC=CC=C1 4,6-dichloro-5-(2-methoxyphenoxy)-2-phenylpyrimidine